C(#C)C1=C2C(=CC(=CC2=CC=C1F)O)C1=C(C=2N=C(N=C(C2C=N1)N1CCOCCC1)OCCC12CCCN2CCC1)F 5-ethynyl-6-fluoro-4-(8-fluoro-4-(1,4-oxazepan-4-yl)-2-(2-(tetrahydro-1H-pyrrolizin-7a(5H)-yl)ethoxy)pyrido[4,3-d]pyrimidin-7-yl)naphthalen-2-ol